nickel nitrogen phosphorus oxygen [O].[P].[N].[Ni]